[18-Chloro-32-methyl-20-oxo-8,9,10,21-tetraazahexacyclo[19.5.3.216,19.13,7.06,10.024,28]dotriaconta-1(26),3(32),4,6,8,16,18,24,27,30-decaen-2-yl]acetic acid ClC=1C=C2CCCCCN3N=NC4=C3C=CC(C(C3=CC=C5CCN(C(C1C=C2)=O)CC5=C3)CC(=O)O)=C4C